(+/-)-3-[4-(2,6-difluoro-4-{[5-(hydroxymethyl)-5-methyl-5,6-dihydro-4H-1,3-oxazin-2-yl]amino}phenoxy)-1H-pyrrolo[2,3-b]pyridin-3-yl]oxetan-3-ol FC1=C(OC2=C3C(=NC=C2)NC=C3C3(COC3)O)C(=CC(=C1)NC=1OC[C@@](CN1)(C)CO)F |r|